C(CCCCC)CCCCCCC dihexylmethane